(S)-N-(1-cyanocyclopropyl)-3-(5-(difluoromethyl)-1,3,4-thiadiazol-2-yl)-8-(3-ethylmorpholino)imidazo[1,5-a]pyridine-6-sulfonamide C(#N)C1(CC1)NS(=O)(=O)C=1C=C(C=2N(C1)C(=NC2)C=2SC(=NN2)C(F)F)N2[C@H](COCC2)CC